OCC1=C(C=2C(=NSN2)C=C1)C1=CC(C=C2C=3C=CC=CC3C=C12)(CCCCCCCCCCCCCCCC)CCCCCCCCCCCCCCCC 8-(5-hydroxymethyl-2,1,3-benzothiadiazol-4-yl)-6,6-dicetyl-6H-fluorene